(R)-(4-fluorophenyl)(8-methyl-3-(3-methyl-1,2,4-oxadiazol-5-yl)-5,6-dihydro-[1,2,4]triazolo[4,3-a]pyrazin-7(8H)-yl)methanone FC1=CC=C(C=C1)C(=O)N1[C@@H](C=2N(CC1)C(=NN2)C2=NC(=NO2)C)C